C=1N=CN2C1C1=CC=CC=C1C2C2C(C1=CC(=CC=C1CC2)SC)O 2-(5H-imidazo[5,1-a]isoindol-5-yl)-7-(methylthio)-1,2,3,4-tetrahydronaphthalen-1-ol